((R)-(2,4-difluorophenoxy)ethyl)-3-propyl-8-(trifluoromethyl)-[1,2,4]triazolo[4,3-a]pyridine FC1=C(OCCC2=CC=C(C=3N2C(=NN3)CCC)C(F)(F)F)C=CC(=C1)F